ClC1=C(C(=O)NCC(=O)N[C@@H](CC(C)C)B2OC([C@H]3COC[C@H](C(O2)=O)N3C)=O)C=C(C=C1)Cl 2,5-dichloro-N-(2-(((R)-3-methyl-1-((1R,7R)-11-methyl-2,6-dioxo-3,5,9-trioxa-11-aza-4-borabicyclo[5.3.1]undecan-4-yl)butyl)amino)-2-oxoethyl)benzamide